C(CCCCCC)OCOC=CCCCCC(OCCCCC)OCCCCC dipentyloxyheptenyl heptyloxymethyl ether